BrC(C(=O)C1=CC(=CC=C1)F)C(C1=CC=CC=C1)Br 2,3-dibromo-1-(3-fluorophenyl)-3-phenylpropan-1-one